OC[C@@H]1CCC2=CCCN12 (3S,7aR)-3-(hydroxymethyl)tetrahydro-1H-pyrrolizin